C(C)N1N=C2C=CC(=CC2=C1)C#CC1=NN(C(=C1C(=O)N)NC)[C@@H]1CN([C@H](C1)COC)C(C=C)=O 3-[2-(2-ethylindazol-5-yl)ethynyl]-1-[(3S,5R)-5-(methoxymethyl)-1-(prop-2-enoyl)pyrrolidin-3-yl]-5-(methylamino)pyrazole-4-carboxamide